C(C)(C)(C)OOC(C)(C)C t-Butylperoxide